C(=O)O.CC1=NN=C(C2=CC=CC=C12)N 4-methylphthalazine-1-amine formate salt